1-amino-2-nitro-4-β-hydroxyethylaminobenzene NC1=C(C=C(C=C1)NCCO)[N+](=O)[O-]